Diazaspiro[3.4]octane-6,8-dione N1NCC12CC(CC2=O)=O